ClC=1C=C2C=C(NC2=CC1)CNC(N([C@H]1CN(CCC1)C(CC1=NC=CC=C1)=O)C)=O (R)-3-((5-chloro-1H-indol-2-yl)methyl)-1-methyl-1-(1-(2-(pyridin-2-yl)acetyl)piperidin-3-yl)urea